N,N'-dimethyl-hexamethylenediamine CNCCCCCCNC